3-THIETANOL S1CC(C1)O